calcium hydrogen phosphate P(=O)(O)([O-])[O-].[Ca+2]